N1C=NC2=C1C=CC(=C2)N2C(N(CC2C2=CC=C(C=C2)OCCC)CCCC2=CC=CC=C2)=O 3-(1H-benzo[d]imidazol-5-yl)-1-(3-phenylpropyl)-4-(4-propoxyphenyl)imidazolidin-2-one